4-[1-(4-bromophenyl)-3-hydroxy-2-oxo-indolin-3-yl]benzenesulfonamide BrC1=CC=C(C=C1)N1C(C(C2=CC=CC=C12)(O)C1=CC=C(C=C1)S(=O)(=O)N)=O